methyl (2S)-3-[2-(cyclopropylmethoxy)phenyl]-2-hydroxy-propanoate C1(CC1)COC1=C(C=CC=C1)C[C@@H](C(=O)OC)O